C1(CCCCC1)COC1=NC(=NC=C1OC)NC1=CC=C(C=C1)N1CCOCC1 4-(cyclohexylmethoxy)-5-methoxy-N-(4-morpholino-phenyl)pyrimidin-2-amine